tert-butyl 6-((2-(2,6-dioxopiperidin-3-yl)-1,3-dioxoisoindolin-5-yl)oxy)hexanoate O=C1NC(CCC1N1C(C2=CC=C(C=C2C1=O)OCCCCCC(=O)OC(C)(C)C)=O)=O